2-((3-((4-chloro-1-methyl-1H-pyrazol-5-yl)methyl)-1,1-dimethylisoindolin-2-yl)methyl)-5-oxa-7-azaspiro[3.4]octan-6-one ClC=1C=NN(C1CC1N(C(C2=CC=CC=C12)(C)C)CC1CC2(C1)OC(NC2)=O)C